(E)-N'-(3,5-dimethoxybenzylidene)-6-(4-((methylthio)methoxy)phenyl)pyrazine-2-carbohydrazide tert-Butyl-2-(2-(2-(2-aminoacetamido)ethoxy)ethoxy)acetate C(C)(C)(C)OC(COCCOCCNC(CN)=O)=O.COC=1C=C(\C=N\NC(=O)C2=NC(=CN=C2)C2=CC=C(C=C2)OCSC)C=C(C1)OC